Dodecanoyl-N,N-dimethyl-amide C(CCCCCCCCCCC)(=O)C[N-]C